COC1=CC=C(C=N1)C=1C=CC2=C(C=3CN(C(C3C=C2)=O)CC(C(=O)N)=C)C1 2-[[8-(6-methoxy-3-pyridyl)-3-oxo-1H-benzo[e]isoindol-2-yl]methyl]prop-2-enamide